C=1NN(C=C2C=CC=CC12)C(=O)O Phthalazine-3-carboxylic acid